(1r,4r)-N1-(5-Fluoro-4-(6-phenylimidazo[1,2-a]pyridin-3-yl)pyrimidin-2-yl)-N4-(1-methylpiperidin-4-yl)cyclohexane-1,4-diamine FC=1C(=NC(=NC1)NC1CCC(CC1)NC1CCN(CC1)C)C1=CN=C2N1C=C(C=C2)C2=CC=CC=C2